COC(=O)C=1N2C(C3=CC(=CC=C3C1O)N1CCOCC1)=NC=N2.C(#N)C=2C=C(C=CC2C#N)[SiH2]C2=CC(=C(C=C2)C#N)C#N bis(3,4-dicyanophenyl)silane Methyl-6-hydroxy-9-morpholino-[1,2,4]triazolo[5,1-a]isoquinoline-5-carboxylate